4-Bromo-6-(2-hydroxy-2-methylpropyloxy)pyrazolo[1,5-a]pyridine-3-carbonitrile BrC=1C=2N(C=C(C1)OCC(C)(C)O)N=CC2C#N